C(C)(=O)N1CCN(CCC1)CC=1C=C(C=CC1)C=1NC(C2=C(N1)CCC2)=O 2-(3-[(4-acetyl-1,4-diazepan-1-yl)methyl]phenyl)-3,5,6,7-tetrahydro-4H-cyclopenta[d]pyrimidin-4-one